COC(C1=CC=C(C=C1)C(NC1=CC2=C(NC(=N2)C2=C(C=CC=C2)C)C=C1)=O)=O 4-((2-(o-tolyl)-1H-benzimidazol-5-yl)carbamoyl)benzoic acid methyl ester